ClC1=C(C=CC=C1)C1=C(C=CC(=C1)C1COC1)S(=O)(=O)N1CCC(CC1)(C(=O)N[C@H](C)\C=C/S(=O)(=O)C)F (R,Z)-1-((2'-chloro-5-(oxetan-3-yl)-[1,1'-biphenyl]-2-yl)sulfonyl)-4-fluoro-N-(4-(methylsulfonyl)but-3-en-2-yl)piperidine-4-carboxamide